acrylic hydrazide hydrochloride Cl.C(C=C)(=O)NN